1-(4-bromophenyl)-3-{4-[2-(3-fluoro-4-hydroxyphenyl)ethyl]-4-methyl-2,5-dioxoimidazolidin-1-yl}urea BrC1=CC=C(C=C1)NC(=O)NN1C(NC(C1=O)(C)CCC1=CC(=C(C=C1)O)F)=O